FC=1C=C(C=CC1F)C1=CC2=C(NC(C3N(C2=O)CCN(C3)C(COC3=C(C=CC=C3)OCC)=O)=O)C=C1 8-(3,4-difluorophenyl)-2-(2-(2-ethoxyphenoxy)acetyl)-1,3,4,12a-tetrahydrobenzo[e]pyrazino[1,2-a][1,4]diazepine-6,12(2H,11H)-dione